COC(=O)[C@H]1N(CCCC1)CC=1C=CC2=C(N=C(S2)C=2C(=C(C=CC2)C2=CC=CC=C2)C)C1 (2S)-1-{[2-(2-Methylbiphenyl-3-yl)-1,3-benzothiazol-5-yl]methyl}piperidine-2-carboxylic acid methyl ester